OC[C@@H]1N(C[C@H](NC1)C)C1=CC(N(C=2C=CC(=NC12)C#N)C)=O 8-((2R,5R)-2-(hydroxymethyl)-5-methylpiperazin-1-yl)-5-methyl-6-oxo-5,6-dihydro-1,5-naphthyridine-2-carbonitrile